Tert-butyl (1-(methoxy(methyl)amino)-2-methyl-1-oxopropan-2-yl)carbamate CON(C(C(C)(C)NC(OC(C)(C)C)=O)=O)C